C1(=CC=CC=C1)C1=NN=C(S1)CNC(=O)C=1N=NN(C1)CC1OCCC1 N-((5-phenyl-1,3,4-thiadiazol-2-yl)methyl)-1-((tetrahydrofuran-2-yl)methyl)-1H-1,2,3-triazole-4-carboxamide